ClC1=CC(=C(C=C1)C1=C(N=C(N=N1)N1CC[C@H]2[C@@H]1CN(CC2)C)C)OCOC (3aS,7aR)-1-(6-(4-chloro-2-(methoxymethoxy)phenyl)-5-methyl-1,2,4-triazin-3-yl)-6-methyloctahydro-1H-pyrrolo[2,3-c]pyridine